[Sn].[Ir].[Ru] ruthenium iridium tin